N(=NC(C#N)(C)C)C(C#N)(C)C 2,2'-(diazene-1,2-diyl)bis(2-methylpropane-nitrile)